C(C)(C)(C)OC(=O)N1CC(=C(C1)C(=O)OCC)B(O)O (1-(tert-Butyloxycarbonyl)-4-(ethoxycarbonyl)-2,5-dihydro-1H-pyrrol-3-yl)boronic acid